methyl 7-chloro-1,2,3,4-tetrahydronaphthalene-2-carboxylate ClC1=CC=C2CCC(CC2=C1)C(=O)OC